C(C)(=O)NC1CC(C1)NC(C(=O)C1=C(C(=C(N1C)C)C(=O)NC1=CC(=C(C=C1)F)C)C)=O 5-(2-(((1s,3s)-3-acetamidocyclobutyl)amino)-2-oxoacetyl)-N-(4-fluoro-3-methylphenyl)-1,2,4-trimethyl-1H-pyrrole-3-carboxamide